BrC=1C=2N(C=CN1)N=C(C2)CBr 4-bromo-2-(bromomethyl)pyrazolo[1,5-a]pyrazine